N1(N=CC2=NC=CC=C21)CC21CC(C2)(C1)C(=O)N1C(CC(C1)F)C1=CC(=CC=C1)F (3-((1H-pyrazolo[4,3-b]pyridin-1-yl)methyl)bicyclo[1.1.1]pentan-1-yl)-(4-fluoro-2-(3-fluorophenyl)pyrrolidin-1-yl)methanone